OCCCOC1=CC=C(C=C1)\C=C\C(=O)C1=CC=CC=C1 4-(3-hydroxypropyloxy)chalcone